OCC1=C(C=C(C=C1)C1=CC=CC(=N1)NC1=CC2=C(C=N1)N(C(N2[C@H]2C[C@@H](CC2)NC(OC)=O)=O)C)C methyl ((1R,3R)-3-(6-((6-(4-(hydroxymethyl)-3-methylphenyl)pyridin-2-yl)amino)-3-methyl-2-oxo-2,3-dihydro-1H-imidazo[4,5-c]pyridin-1-yl)cyclopentyl)carbamate